tris(p-fluorophenyl) phosphite P(OC1=CC=C(C=C1)F)(OC1=CC=C(C=C1)F)OC1=CC=C(C=C1)F